C(C=C)(=O)O.C(CCCCCCCC)C(COCCOCCOCCOCCOCCOCCOCCO)(OC1=CC=CC=C1)O Nonylphenoxyoctaethylene glycol acrylate